3-amino-N-(6-(4-isopropyl-4H-1,2,4-triazol-3-yl)pyridin-2-yl)-6-(1-methyl-1H-pyrazol-4-yl)-1H-indazole-1-carboxamide NC1=NN(C2=CC(=CC=C12)C=1C=NN(C1)C)C(=O)NC1=NC(=CC=C1)C1=NN=CN1C(C)C